2-[4-[1-(2,6-dioxo-3-piperidyl)-3-methyl-indazol-5-yl]phenyl]acetic acid O=C1NC(CCC1N1N=C(C2=CC(=CC=C12)C1=CC=C(C=C1)CC(=O)O)C)=O